2-[4-[4-[2-chloro-4-[[5-(2,3-difluoro-4-methoxy-phenyl)-1-methyl-imidazole-2-carbonyl]amino]-benzoyl]piperazine-1-carbonyl]-1-methyl-piperidin-1-ium-1-yl]acetic acid ClC1=C(C(=O)N2CCN(CC2)C(=O)C2CC[N+](CC2)(C)CC(=O)O)C=CC(=C1)NC(=O)C=1N(C(=CN1)C1=C(C(=C(C=C1)OC)F)F)C